C(C1=CC=CC=C1)N(C1=C(C=C(C(=O)OC)C=C1)[N+](=O)[O-])C1=C(C=CC=C1)C(=O)OC methyl 4-(benzyl (2-(methoxycarbonyl) phenyl) amino)-3-nitrobenzoate